3-(3-(4-fluoro-2-(trifluoromethyl)phenyl)acryloyl)-4,4-dimethyloxazolidin-2-one FC1=CC(=C(C=C1)C=CC(=O)N1C(OCC1(C)C)=O)C(F)(F)F